FC1=C(C(=CC=C1)C)N(C)C=1C(=NN2C1N=CC=C2)C(=O)O (2-fluoro-6-methylphenyl(methyl)amino)pyrazolo[1,5-a]pyrimidine-2-carboxylic acid